[O-]P([O-])(=O)OP(=O)([O-])[O-].N1C=[NH+]C=C1.N1C=[NH+]C=C1.N1C=[NH+]C=C1.N1C=[NH+]C=C1 imidazolium diphosphate